Br.[Cl-].NCCC[NH+]=C1C=C2OC3=CC(=C4C(=C3N=C2C=C1)C=CC=C4)NCCC(C)C 3-amino-N-(5-(isopentylamino)-9H-benzo[a]phenoxazin-9-ylidene)propan-1-aminium chloride hydrobromide